C(C)(C)(C)OC(=O)NC(C(=O)O)(C)O ((tert-butoxycarbonyl)amino)-2-hydroxypropionic acid